ClC1=C(C2=C(N=N1)N(CCC2)C2=CC=CC(=N2)C(=O)OC)C methyl 6-{3-chloro-4-methyl-5H,6H,7H,8H-pyrido[2,3-c]pyridazin-8-yl}pyridine-2-carboxylate